N-(3-(Chloromethyl)-1,2,4-thiadiazol-5-yl)-5-methyl-4-(3-(trifluoromethoxy)phenyl)furan-2-Formamide ClCC1=NSC(=N1)NC(=O)C=1OC(=C(C1)C1=CC(=CC=C1)OC(F)(F)F)C